5-(4-chloropyrimidin-2-yl)-5-azaspiro[2.3]hexane ClC1=NC(=NC=C1)N1CC2(CC2)C1